NC=1C=C(CNC2=NC(=CC3=C2N=C(N=C3)N[C@@H]3COCC[C@@H]3NC(C=C)=O)C3=C(C(=CC(=C3Cl)OC)OC)Cl)C=CC1 N-((3S,4S)-3-((8-((3-aminobenzyl)amino)-6-(2,6-dichloro-3,5-dimethoxyphenyl)pyrido[3,4-d]pyrimidin-2-yl)amino)tetrahydro-2H-pyran-4-yl)acrylamide